4-((4bS,5R,6S,7S,7aR)-6-(((1R,5S)-8-azabicyclo[3.2.1]octan-8-yl)methyl)-4b,5-dihydroxy-4-methoxy-7-phenyl-4b,5,6,7-tetrahydro-7aH-cyclopenta[4,5]furo[2,3-c]pyridin-7a-yl)benzonitrile [C@@H]12CCC[C@@H](CC1)N2C[C@@H]2[C@H]([C@]1([C@](C3=C(C=NC=C3OC)O1)([C@@H]2O)O)C2=CC=C(C#N)C=C2)C2=CC=CC=C2